1-(4-((5-(2-aminopyridin-3-yl)isoxazol-3-yl)methyl)benzyl)pyridin NC1=NC=CC=C1C1=CC(=NO1)CC1=CC=C(CN2CC=CC=C2)C=C1